N-((S)-1-(2-((2R,5R)-2-(((3R,5R)-3,5-dimethylmorpholino)methyl)-5-methylpiperazin-1-yl)acetyl)-7-(4-fluorobenzyl)-2-methyl-2,3-dihydro-1H-pyrido[2,3-b][1,4]oxazin-6-yl)isobutyramide C[C@@H]1COC[C@H](N1C[C@@H]1N(C[C@H](NC1)C)CC(=O)N1C2=C(OC[C@@H]1C)N=C(C(=C2)CC2=CC=C(C=C2)F)NC(C(C)C)=O)C